(1r,4r)-N1-(6-(6-amino-2-methylpyridin-3-yl)-8-ethylquinazolin-2-yl)-N4,N4-dimethyl-cyclohexane-1,4-diamine NC1=CC=C(C(=N1)C)C=1C=C2C=NC(=NC2=C(C1)CC)NC1CCC(CC1)N(C)C